ClC=1C=C2C(=NC=NC2=C(C1)OC(F)F)N[C@@H](C)C1=NC=NN1C=1N=CC(=NC1)C(=O)N 5-[5-[(1S)-1-[[6-chloro-8-(difluoromethoxy)quinazolin-4-yl]amino]ethyl]-1,2,4-triazol-1-yl]pyrazine-2-carboxamide